C1(CC1)CN1N=CC(=C1)S(=O)(=O)NC1=C(C=CC=C1)N1CCC(CC1)CN1C[C@H](O[C@H](C1)C)C 1-(cyclopropylmethyl)-N-[2-(4-{[(2R,6S)-2,6-dimethylmorpholin-4-yl]methyl}piperidin-1-yl)phenyl]-1H-pyrazole-4-sulfonamide